1,3-dimethylindazole-6-carboxylic acid CN1N=C(C2=CC=C(C=C12)C(=O)O)C